(R)-2,2,5,5-Tetramethyl-[1,3]dioxane-4-carboxylic acid [(S)-2-(3-cyano-benzoylamino)-propyl]-amide C(#N)C=1C=C(C(=O)N[C@H](CNC(=O)[C@@H]2OC(OCC2(C)C)(C)C)C)C=CC1